BrC1=NN(C(=N1)OC1=CC(=C(C=C1)F)Cl)C1COCC1 3-bromo-5-(3-chloro-4-fluorophenoxy)-1-(oxacyclopent-3-yl)-1,2,4-triazole